ClC=1C=C(C(=NC1)N1C(C(N(C(C1)=O)CC1=CC=C(C=C1)F)C12CC(C1)(C2)O)=O)F 1-(5-chloro-3-fluoropyridin-2-yl)-4-(4-fluorobenzyl)-3-(3-hydroxybicyclo[1.1.1]-pentan-1-yl)piperazine-2,5-dione